OCC(C(=O)OC(C)C)(C)C Isopropyl 3-hydroxy-2,2-dimethylpropionate